Methyl 3-((3-(2-aminopyrimidin-4-yl)pyridin-2-yl)oxy)-5-methoxybenzoate NC1=NC=CC(=N1)C=1C(=NC=CC1)OC=1C=C(C(=O)OC)C=C(C1)OC